4-chloro-2-methyl-2H-indazole-5-thiol sodium salt [Na].ClC=1C2=CN(N=C2C=CC1S)C